CC(CCCCCC)OC(CCCCCN(CCCCCCNC(=O)C1CC(CC(C1)C(=O)NCCCCCCN(CCCCCC(=O)OC(C)CCCCCC)CCCCCC(=O)OC(C)CCCCCC)C(=O)NCCCCCCN(CCCCCC(=O)OC(C)CCCCCC)CCCCCC(=O)OC(C)CCCCCC)CCCCCC(=O)OC(C)CCCCCC)=O.C1(=CC=CC=C1)SCCCCSC1=CC=CC=C1 1,4-diphenylsulfanyl-butane Hexa(octan-2-yl)cis,cis-6,6',6'',6''',6'''',6'''''-((((cyclohexane-1,3,5-tricarbonyl)tris(azanediyl))tris(hexane-6,1-diyl))tris(azanetriyl))hexahexanoate